ClC1=C(C=CC=C1F)CCC(=O)O 3-(2-chloro-3-fluorophenyl)propionic acid